C(C)(C)(C)OC(=O)N[C@H](C(=O)OCCCCCCCCCCCCCCCCCCCC)CC1=CC(=CC(=C1)F)F icosyl (S)-2-((tert-butoxycarbonyl)amino)-3-(3,5-difluorophenyl)propanoate